(R)-1-(4-methoxyphenyl)-N-((R)-1-phenylethyl)propane-2-amine hydrochloride Cl.COC1=CC=C(C=C1)C[C@@H](C)N[C@H](C)C1=CC=CC=C1